2-iodo-5-methoxy-4-nitro-1-(2,2,2-trifluoroethyl)-1H-indole IC=1N(C2=CC=C(C(=C2C1)[N+](=O)[O-])OC)CC(F)(F)F